NCCO.FC=1C=NC=CC1CNC(=O)C1CN(C1)C1=CC(=C2C(C(=CN(C2=N1)C1=NC=NS1)C(=O)O)=O)C 7-(3-{[(3-Fluoropyridin-4-yl)methyl]carbamoyl}azetidin-1-yl)-5-methyl-4-oxo-1-(1,2,4-thiadiazol-5-yl)-1,4-dihydro-1,8-naphthyridine-3-carboxylic acid 2-aminoethan-1-ol salt